N-((S)-3-methyl-1-(((S)-4-methyl-1-oxo-1-(((S)-1-oxo-3-((S)-2-oxopyrrolidin-3-yl)propan-2-yl)amino)pentan-2-yl)amino)-1-oxobutan-2-yl)-1H-indole-2-carboxamide CC([C@@H](C(=O)N[C@H](C(N[C@H](C=O)C[C@H]1C(NCC1)=O)=O)CC(C)C)NC(=O)C=1NC2=CC=CC=C2C1)C